C1(=CC=CC=C1)C1=CC(=NC2=CC=CC=C12)C(C(C(C(C(C(C(C(C(C(F)(F)F)(F)F)(F)F)(F)F)(F)F)(F)F)(F)F)(F)F)(F)F)(F)F 4-phenyl-2-(perfluorodecyl)quinoline